C(C)(C)C=1C=C(C=C(C1N1C(=NC2=C1C1=CC=CC=C1C=C2)C2=CC=CC1=C2OC2=C1C=CC(=C2)F)C(C)C)C2=CC=CC=C2 1-(3,5-diisopropyl-[1,1'-biphenyl]-4-yl)-2-(7-fluorodibenzo[B,d]furan-4-yl)-1H-naphtho[1,2-d]imidazole